2-(((1R,2R,3S)-2-(tert-butoxycarbonyl)-3-methylcyclopropyl)methoxy)acetic acid C(C)(C)(C)OC(=O)[C@H]1[C@@H]([C@@H]1C)COCC(=O)O